ClC1=C2C=NNC2=CC=C1NC1=NN(C=C1C)C1=CC(=C(C(=O)NC=2OC=C(N2)C)C=C1)OC 4-[3-[(4-chloro-1H-indazol-5-yl)amino]-4-methyl-pyrazol-1-yl]-2-methoxy-N-(4-methyl-oxazol-2-yl)benzamide